(2-mercaptoacetyl)glycylglycylglycine SCC(=O)NCC(=O)NCC(=O)NCC(=O)O